(+)-Ascorbic acid sodium salt [Na+].O=C1C(O)=C([O-])[C@H](O1)[C@@H](O)CO